(2R,6R)-6-methyl-(1-methyl-4-piperidyl)-4-[8-(trifluoromethyl)-5-quinolyl]morpholine C[C@H]1OCC(N(C1)C1=C2C=CC=NC2=C(C=C1)C(F)(F)F)C1CCN(CC1)C